pyrazino-[1',2':4,5]pyrazino[2,3-c]pyridazine-8-carboxylate C1=C2C(=NN=C1)N=CC=1N2C=CN(C1)C(=O)[O-]